ClC=1C=C2C(=CNC2=CC1F)NC(=O)N1CC2=CC=C(C=C2CC1)N1CCCCC1 N-(5-chloro-6-fluoro-1H-indol-3-yl)-6-(piperidin-1-yl)-3,4-dihydroisoquinoline-2(1H)-carboxamide